3,7-dibromo-10-(2-(2-(trifluoromethyl)morpholino)ethyl)-10H-phenoxazine BrC=1C=CC=2N(C3=CC=C(C=C3OC2C1)Br)CCN1CC(OCC1)C(F)(F)F